2-((2-(2-(3-(4-(2-(tert-butoxycarbonyl)-1-(2-morpholinoethyl)-3-(3-(naphthalen-1-yloxy)propyl)-1H-indol-7-yl)-3,5-dimethyl-1H-pyrazol-1-yl)propoxy)ethoxy)ethyl)carbamoyl)benzoic acid C(C)(C)(C)OC(=O)C=1N(C2=C(C=CC=C2C1CCCOC1=CC=CC2=CC=CC=C12)C=1C(=NN(C1C)CCCOCCOCCNC(=O)C1=C(C(=O)O)C=CC=C1)C)CCN1CCOCC1